(S)-7-(3,5-Difluorobenzyl)-6-methyl-2-(5-methyl-2-((1-methyl-1H-pyrazol-5-yl)amino)pyrimidin-4-yl)-6,7-dihydroimidazo[1,2-a]pyrazin-8(5H)-one FC=1C=C(CN2C(C=3N(C[C@@H]2C)C=C(N3)C3=NC(=NC=C3C)NC3=CC=NN3C)=O)C=C(C1)F